1-(benzo[d][1,3]dioxolan-5-yl)thiourea O1COC2=C1C=CC(=C2)NC(=S)N